(7-bromo-2,6,8-trifluoroquinazolin-4-yl)piperazine-1-carboxylic acid tert-butyl ester C(C)(C)(C)OC(=O)N1C(CNCC1)C1=NC(=NC2=C(C(=C(C=C12)F)Br)F)F